(3-ethynylphenyl)morpholine C(#C)C=1C=C(C=CC1)N1CCOCC1